5-chloro-2-methyl-1H-Indole ClC=1C=C2C=C(NC2=CC1)C